5-(benzyloxy)-3-bromopyridin-2-amine C(C1=CC=CC=C1)OC=1C=C(C(=NC1)N)Br